9H-fluoren-9-ylmethyl (3-chloro-3-oxopropyl)carbamate ClC(CCNC(OCC1C2=CC=CC=C2C=2C=CC=CC12)=O)=O